4-methyl-5-propylbenzene-1,3-diol CC1=C(C=C(C=C1CCC)O)O